3-((2R,5S)-2,5-dimethylpiperazin-1-yl)-2,2-difluoro-3-(4-fluorophenyl)propan-1-ol Methyl-7-(allyloxy)-2,2-diphenylbenzo[d][1,3]dioxole-5-carboxylate CC1=C(C=C(C=2OC(OC21)(C2=CC=CC=C2)C2=CC=CC=C2)OCC=C)C(=O)OCC(C(C2=CC=C(C=C2)F)N2[C@@H](CN[C@H](C2)C)C)(F)F